FC=1C(=NC=CC1)N1C(N(C=2C=NC=3C=C(C(=CC3C21)C2=NNC(=C2)C)OC)C)=O 1-(3-Fluoropyridin-2-yl)-7-methoxy-3-methyl-8-(5-methyl-1H-pyrazol-3-yl)-1,3-dihydroimidazo[4,5-c]quinolin-2-one